N1C(=NC2=C1C=CC=C2)C2=CC(=NN2CC2=CC=C(C=C2)OC)NC(=O)NCC2=CC=CC=C2 1-[5-(1H-benzimidazol-2-yl)-1-[(4-methoxyphenyl)methyl]pyrazol-3-yl]-3-benzyl-urea